3-(((6-chloro-1-(tetrahydro-2H-pyran-2-yl)-1H-pyrazolo[3,4-b]pyridin-4-yl)oxy)methyl)azetidine-1-carboxylic acid tert-butyl ester C(C)(C)(C)OC(=O)N1CC(C1)COC1=C2C(=NC(=C1)Cl)N(N=C2)C2OCCCC2